1H-imidazo[4,5-f]isoquinolin N1C=NC=2C1=C1C=CN=CC1=CC2